ClC1=CC2=C(C=N1)C1(CCC1)C(N2)=O 6-chlorospiro[1H-pyrrolo[3,2-c]pyridine-3,1'-cyclobutane]-2-one